2-[2-(aminomethyl)-3,3-difluoro-allyl]-1,2,4-triazol-3-one trifluoroacetate salt FC(C(=O)O)(F)F.NCC(CN1NC=NC1=O)=C(F)F